FC1=CC=C2C(N(C=NC2=C1)CCCC=C)=O 7-fluoro-3-(pent-4-en-1-yl)quinazolin-4(3H)-one